FC1=C(C=C(C=C1)F)[C@H]1N(CC[C@H](C1)NC)C(=O)N1CC2(CCCC2)[C@@H](CC1)CN1C=NC(=CC1=O)C1=CC=CC=C1 3-(((R)-7-((2S,4R)-2-(2,5-difluorophenyl)-4-(methylamino)piperidine-1-carbonyl)-7-azaspiro[4.5]dec-10-yl)methyl)-6-phenylpyrimidin-4(3H)-one